7-cyano-6-methyl-2-(methylsulfinyl)[1,3]thiazolo[4,5-b]pyridine C(#N)C1=C2C(=NC=C1C)N=C(S2)S(=O)C